FC(C1=CC(=NO1)C=1C=C2CC[C@H](C2=CC1)NC(C1=CC(=NC=C1)C)=O)F (R)-N-(5-(5-(difluoromethyl)isoxazol-3-yl)-2,3-dihydro-1H-inden-1-yl)-2-methylisonicotinamide